4-(3-azido-2,4-difluorophenyl)-1-(1H-imidazol-1-ylmethyl)pyrrolidin-2-one N(=[N+]=[N-])C=1C(=C(C=CC1F)C1CC(N(C1)CN1C=NC=C1)=O)F